BrC1=CC=C(C=C1)N1C(CC(C1)(F)F)C1=C(C=CC=C1)C1CC1 1-(4-bromophenyl)-2-(2-cyclopropylphenyl)-4,4-difluoropyrrolidine